(S)-quinuclidin-3-yl (7-(3-fluoro-4-methoxyphenyl)-3,3-dimethylchroman-4-yl)carbamate FC=1C=C(C=CC1OC)C1=CC=C2C(C(COC2=C1)(C)C)NC(O[C@@H]1CN2CCC1CC2)=O